tert-butyl 6-[4-[3-chloro-2-fluoro-4-(oxetan-3-ylmethoxy)anilino]pyrido[3,2-d]pyrimidin-6-yl]-1,6-diazaspiro[3.3]heptane-1-carboxylate ClC=1C(=C(NC=2C3=C(N=CN2)C=CC(=N3)N3CC2(CCN2C(=O)OC(C)(C)C)C3)C=CC1OCC1COC1)F